2-(2-Hydroxy-8,11-dioxadispiro[3.2.47.24]tridecan-2-yl)acetic acid OC1(CC2(C1)CCC1(OCCO1)CC2)CC(=O)O